1-(4-(4-(hydroxymethyl)piperidin-1-yl)-2-methylphenyl)dihydropyrimidine-2,4(1H,3H)-dione OCC1CCN(CC1)C1=CC(=C(C=C1)N1C(NC(CC1)=O)=O)C